ClC1=NC=C(C(=C1)C1=C(C=NC(=C1)C)C(=O)NC=1SC=2N=C(N=CC2N1)NCC(C)C)OC 2'-chloro-5'-methoxy-6-methyl-N-(5-[(2-methylpropyl)amino]-[1,3]thiazolo[5,4-d]pyrimidin-2-yl)-[4,4'-bipyridine]-3-carboxamide